ClC1=NC2=CC=C(C=C2N=C1)OC 2-chloro-6-methoxyquinoxaline